4-(1-methyl-1H-indazol-5-yl)-5-(6-methylpyridin-2-yl)-1H-imidazol-2-amine CN1N=CC2=CC(=CC=C12)C=1N=C(NC1C1=NC(=CC=C1)C)N